4-(4,4-difluoropiperidin-1-yl)-N-(quinolin-8-yl)picolinamide FC1(CCN(CC1)C1=CC(=NC=C1)C(=O)NC=1C=CC=C2C=CC=NC12)F